(S)-4-(7-(8-ethynyl-7-fluoro-3-hydroxynaphthalen-1-yl)-8-fluoro-2-(((2r,7as)-2-fluorohexahydro-1H-pyrrolizin-7a-yl)methoxy)pyrido[4,3-d]pyrimidin-4-yl)-6-methyl-1,4-oxaazepan-6-ol C(#C)C=1C(=CC=C2C=C(C=C(C12)C1=C(C=2N=C(N=C(C2C=N1)N1CCOC[C@](C1)(O)C)OC[C@]12CCCN2C[C@@H](C1)F)F)O)F